(1R,3S,5R)-2-(2-(3-acetyl-5-(2-(hydroxymethyl)pyrimidin-5-yl)-7-methyl-1H-indazol-1-yl)acetyl)-N-(6-bromo-5-methylpyrazin-2-yl)-5-methyl-2-azabicyclo[3.1.0]hexane-3-carboxamide C(C)(=O)C1=NN(C2=C(C=C(C=C12)C=1C=NC(=NC1)CO)C)CC(=O)N1[C@@H]2C[C@@]2(C[C@H]1C(=O)NC1=NC(=C(N=C1)C)Br)C